C(=CC)C1=CC=C(C=C1)C(O)(C1=CC=C(C=C1)C=CC)C1=CC=C(C=C1)C=CC tris(4-propenylphenyl)methanol